N-Isopropyl-5-(4-(trifluoromethyl)phenyl)quinoxaline C(C)(C)N1CC=NC2=C(C=CC=C12)C1=CC=C(C=C1)C(F)(F)F